N-methyl-1H-tetrazole CN1N=NN=C1